N-[(3S,4S)-1-methyl-3-methyl-4-piperidyl]-6-{3-[4-(dimethylphosphoryl)-2-anisidino]-1-propynyl}-1-(2,2,2-trifluoroethyl)-1H-1,3-benzimidazole-4-carboxamide CN1C[C@@H]([C@H](CC1)NC(=O)C1=CC(=CC=2N(C=NC21)CC(F)(F)F)C#CCNC=2C(OC)=CC=C(C2)P(=O)(C)C)C